COC1=C(C=NC=C1)NC1CCC(CC1)C(=O)OCC ethyl 4-[(4-methoxy-3-pyridyl)amino]cyclohexanecarboxylate